FC1=C(C=CC=C1)C=1NC2=CC=C(C=C2C1C)CNC(OC(C)(C)C)=O tert-Butyl ((2-(2-fluorophenyl)-3-methyl-1H-indol-5-yl)methyl)carbamate